N-(4-(4-amino-5-(1H-indol-6-yl)-7-methyl-7H-pyrrolo[2,3-d]pyrimidin-6-yl)phenyl)acrylamide NC=1C2=C(N=CN1)N(C(=C2C2=CC=C1C=CNC1=C2)C2=CC=C(C=C2)NC(C=C)=O)C